C(CCCCCCCCCCCCC)C(CN(CCCCCCCCCCCCCC)CCCCCCCCCCCCCC)N 1,N2,N2-tritetradecylethane-1,2-diamine